3-((1r,5s)-3-oxa-8-azabicyclo[3.2.1]oct-8-yl)-1-(4-(3-isopropyl-2-(8-methyltetrazolo[1,5-a]pyridin-6-yl)-1H-indol-5-yl)piperidin-1-yl)propan-1-one [C@H]12COC[C@H](CC1)N2CCC(=O)N2CCC(CC2)C=2C=C1C(=C(NC1=CC2)C=2C=C(C=1N(C2)N=NN1)C)C(C)C